C1(CCC1)CN1C2=C(C=C1CO)C=CS2 (6-(cyclobutylmethyl)-6H-thieno[2,3-b]pyrrol-5-yl)methanol